6-(difluoromethoxy)nicotinonitrile FC(OC1=NC=C(C#N)C=C1)F